3,4-dichloro-2-(2-(2-hydroxyethyl)-6,7-dihydro-5H-pyrrolo[1,2-a]imidazol-6-yl)phenol ClC=1C(=C(C=CC1Cl)O)C1CC=2N(C=C(N2)CCO)C1